NC1=CC2=NC3=CC=C(C=C3OC2=CC1=O)OC 2-amino-7-methoxyphenoxazin-3-one